[NH+]1=CC=CC=C1.C1(=CC=CC=C1)N(C1=CC=CC=C1)C1=CC=CC=C1 Triphenylamine-pyridinium salt